C1=CC=CC=2[C@@]34CCCC[C@H]3[C@@H](CC12)NCC4 morphinane